ClC1=CC(=CC(=N1)\C(\C)=N\OCC1=C(C=CC=C1C)\C(\C(=O)OC)=N/OC)C(F)(F)F Methyl (2E)-2-[2-[[(E)-1-[6-chloro-4-(trifluoromethyl)-2-pyridyl]ethylideneamino]oxy-methyl]-3-methyl-phenyl]-2-methoxyimino-acetate